C1(=C2N(C=N1)CCC2)C(C(NC=2SC=CN2)=O)N2N=C1C(=C(C=CC1=C2)C=2C=CC(=NC2)N2CC1(CN(C1)C(=O)OC(C)(C)C)C2)F tert-butyl 6-(5-(2-(1-(6,7-dihydro-5H-pyrrolo[1,2-c]imidazol-1-yl)-2-oxo-2-(thiazol-2-ylamino) ethyl)-7-fluoro-2H-indazol-6-yl) pyridin-2-yl)-2,6-diazaspiro[3.3]heptane-2-carboxylate